1-(7-bromo-3-methyl-2,3-dihydrobenzofuran-3-yl)ethan-1-one BrC1=CC=CC=2C(COC21)(C)C(C)=O